(E)-2-fluoro-N-((6S,7S)-6-((2-fluoro-[1,1'-biphenyl]-3-yl)methyl)-5-((R)-oxetane-2-carbonyl)-5-azaspiro[2.4]heptan-7-yl)ethene-1-sulfonamide F/C=C/S(=O)(=O)N[C@@H]1[C@@H](N(CC12CC2)C(=O)[C@@H]2OCC2)CC=2C(=C(C=CC2)C2=CC=CC=C2)F